CC1=C(N)C=CC(=C1)N1N=CC=N1 2-methyl-4-(2H-1,2,3-triazol-2-yl)aniline